4-(1-methoxypropyl)-N-(6-methyl-5-(7-(methylamino)-1,6-naphthyridin-3-yl)pyridin-3-yl)picolinamide COC(CC)C1=CC(=NC=C1)C(=O)NC=1C=NC(=C(C1)C=1C=NC2=CC(=NC=C2C1)NC)C